C(C)S(=O)(=O)C1=CC=C(CNC(=O)C=2C=CC(=C(C(=O)O)C2)OCCF)C=C1 5-((4-(ethylsulfonyl)benzyl)carbamoyl)-2-(2-fluoroethoxy)benzoic acid